dibenzo[f,h]isoquinolin-1-ol C1(=NC=CC2=C3C(=C4C(=C12)C=CC=C4)C=CC=C3)O